NC1=C(C(=C(C(=C1C(F)(F)F)C(F)(F)F)C(F)(F)F)N)C(F)(F)F 1,3-diaminotetra(trifluoromethyl)benzene